COC(C1=C(N=CC(=C1C)[N+](=O)[O-])OC=1C(=NC(=CC1)F)C)=O 2-((6-fluoro-2-methylpyridin-3-yl)oxy)-4-methyl-5-nitronicotinic acid methyl ester